C(=O)O.FC=1C(=NC=CC1)[C@H](C)N(C=1SC(=CN1)C(=O)N1CCC(CC1)N1C[C@@H](CCC1)C)C (2-{[(1S)-1-(3-Fluoropyridin-2-yl)ethyl](methyl)amino}-1,3-thiazol-5-yl)[(3R)-3-methyl[1,4'-bipiperidine]-1'-yl]methanone formate